C(C=CCCC=CCC)=O 2,6-NONADIEN-1-AL